C1(=CC=CC=C1)C=1NC(SC1)N/N=C/C=1N=C(C=2N(C3=CC=CC=C3C2C1)CC1=CC=C(C=C1)F)C(C)C 4-Phenyl-2-(((E)-(9-(4-fluorobenzyl)-1-isopropyl-beta-carbolin-3-yl)methylene)hydrazino)-2,3-dihydrothiazole